3-chloro-5-(2H-1,2,3-triazol-2-yl)-4-[1-[4-(trifluoromethoxy)phenyl]ethyl]pyridine ClC=1C=NC=C(C1C(C)C1=CC=C(C=C1)OC(F)(F)F)N1N=CC=N1